(S)-4-chloro-2'-mercapto-3-methyl-5',8'-dihydro-6'H-spiro[indene-1,7'-quinazolin]-4'-ol ClC1=C2C(=C[C@@]3(CCC=4C(=NC(=NC4C3)S)O)C2=CC=C1)C